6-(2-(2-azabicyclo[2.2.1]hept-2-yl)ethoxy)-4-(5-(6-((6-methoxypyridin-3-yl)methyl)-3,6-diazabicyclo[3.1.1]heptan-3-yl)pyrazin-2-yl)Pyrazolo[1,5-a]pyridine-3-carbonitrile C12N(CC(CC1)C2)CCOC=2C=C(C=1N(C2)N=CC1C#N)C1=NC=C(N=C1)N1CC2N(C(C1)C2)CC=2C=NC(=CC2)OC